tetracontene CCCCCCCCCCCCCCCCCCCCCCCCCCCCCCCCCCCCCCC=C